C1CC12CN(C2)CCC=2C(=CC(N(C2)C(C(=O)O)CC(C)C)=O)C(F)(F)F 2-(5-(2-(5-azaspiro[2.3]hexan-5-yl)ethyl)-2-oxo-4-(trifluoromethyl)pyridin-1(2H)-yl)-4-methylpentanoic acid